CN(C(SC1=C(C=C(C(=C1)[N+](=O)[O-])C=O)Br)=O)C S-(2-bromo-4-formyl-5-nitro-phenyl) N,N-dimethylthiocarbamate